(2E,3Z)-5-{[1-(2,4-dibromophenyl)-1H-pyrazol-3-yl]Oxy}-2-(methoxyimino)-N,3-dimethylpent-3-enamide BrC1=C(C=CC(=C1)Br)N1N=C(C=C1)OC\C=C(/C(/C(=O)NC)=N\OC)\C